methyl-(ethyl)triethoxysilane CCCO[Si](OCC)(OCC)CC